CC1=C(C(=O)NC=CC2=CC=CC=C2)C=CC=C1 2-methyl-N-(styryl)benzamide